3-(2-oxo-1,3-dioxo-cyclopenten-4-yl)benzamide O=C1C(C=C(C1=O)C=1C=C(C(=O)N)C=CC1)=O